FC(C1=CC(=NC=C1C(=O)NC1=C(C=C(C(=C1)[Sn](CCCC)(CCCC)CCCC)F)N1C[C@@H](N([C@@H](C1)C)C)C)OCC[Si](C)(C)C)F 4-(difluoromethyl)-N-(4-fluoro-5-(tributylstannyl)-2-((3S,5R)-3,4,5-trimethylpiperazin-1-yl)phenyl)-6-(2-(trimethylsilyl)ethoxy)nicotinamide